N-(adamantan-1-yl)-N-({4-[(1S,3S)-3-butyl-6-methoxy-2-(prop-2-ynoyl)-1,2,3,4-tetrahydroisoquinolin-1-yl]phenyl}methyl)-2,2,2-trifluoroacetamide C12(CC3CC(CC(C1)C3)C2)N(C(C(F)(F)F)=O)CC2=CC=C(C=C2)[C@@H]2N([C@H](CC3=CC(=CC=C23)OC)CCCC)C(C#C)=O